3-(1-(t-butoxy)-1-oxopropan-2-yl)benzoic acid C(C)(C)(C)OC(C(C)C=1C=C(C(=O)O)C=CC1)=O